C(C)(C)N(P(O)(CCC#N)O[C@H]1[C@H]([C@@H](O[C@@H]1CO)N1C=NC=2C(N)=NC=NC12)O)C(C)C adenosine 3'-O-(N,N'-diisopropyl-2-cyanoethylphosphoramidite)